tert-butyl 7-bromo-2H-pyrido[3,2-b][1,4]oxazine-4(3H)-carboxylate BrC1=CC=2OCCN(C2N=C1)C(=O)OC(C)(C)C